1,1-dimethyl-silacyclohexan-4-amine C[Si]1(CCC(CC1)N)C